(S)-4-((3-fluoropropyl)(4-(5,6,7,8-tetrahydro-1,8-naphthyridin-2-yl)butyl)amino)-2-(quinazolin-4-ylamino)butanoic acid FCCCN(CC[C@@H](C(=O)O)NC1=NC=NC2=CC=CC=C12)CCCCC1=NC=2NCCCC2C=C1